3-((1H-indazol-4-yl)methyl)-5-methyl-7-(methylthio)-3,5-dihydro-4H-pyridazino[4,5-b]indol-4-one N1N=CC2=C(C=CC=C12)CN1N=CC2=C(N(C=3C=C(C=CC23)SC)C)C1=O